FC(C(=O)O)(F)F.NCC(=O)NCC1=C(C=C(C=C1)S(=O)(=O)NC1=C(N=CS1)C(=O)O)F 5-[[4-[[(2-aminoacetyl)amino]methyl]-3-fluoro-phenyl]sulfonylamino]thiazole-4-carboxylic acid trifluoroacetate salt